C1=C(C=CC2=CC=CC=C12)C=1C2=CC=CC=C2C(=C2C=CC(=CC12)C1=CC=C(C=C1)C1=NC2=C(N1C1=CC=CC=C1)C=CC=C2)C2=CC1=CC=CC=C1C=C2 2-(4-(9,10-di(naphthalen-2-yl)anthracene-2-yl)phenyl)-1-phenyl-1H-benzimidazole